C(C)(C)(C)OC(=O)N1CC(CC=C1C=1C=CC2=C3N(N=C2C1)CCN(C3)C)C 3-Methyl-6-(2-methyl-1,2,3,4-tetrahydropyrazino[1,2-b]indazol-8-yl)-3,4-dihydropyridine-1(2H)-carboxylic acid tert-butyl ester